(R)-N-(4-([1,2,4]triazolo[1,5-a]pyridin-7-ylmethyl)-3-methylphenyl)-6-(3-methylpiperazin-1-yl)pyrido[3,4-d]pyrimidin-4-amine N=1C=NN2C1C=C(C=C2)CC2=C(C=C(C=C2)NC=2C1=C(N=CN2)C=NC(=C1)N1C[C@H](NCC1)C)C